N(=NC1(CCCCC1)C#N)C1(CCCCC1)C#N azobis(cyclohexane-carbonitrile)